Docosatetraen CCCCCCCCCCCCCCC=CC=CC=CC=C